n-alpha-(9-fluorenylmethoxycarbonyl)-L-lysine hydrochloride C1=CC=C2C(=C1)C(C3=CC=CC=C32)COC(=O)N[C@@H](CCCCN)C(=O)O.Cl